BrC1=C2N=C(C(=NC2=CC(=C1)I)C)C 5-bromo-7-iodo-2,3-dimethylquinoxaline